1-(3-(thiophen-2-yl)naphthalen-1-yl)cyclopropanamine S1C(=CC=C1)C=1C=C(C2=CC=CC=C2C1)C1(CC1)N